[C@@]12(COC[C@@H]2C1)C(=O)OCC Ethyl (1R,5R)-3-oxabicyclo[3.1.0]hexane-1-carboxylate